FC1=CC=C(C=C1)C1=CC=2C(=NC=C(C2)C=2C=C(C(=O)NCC(C(F)(F)F)O)C=CC2)N1 3-(2-(4-Fluorophenyl)-1H-pyrrolo[2,3-b]pyridin-5-yl)-N-(3,3,3-trifluoro-2-hydroxy-propyl)benzamide